[C@@H]12OC[C@@](NC1)(C2)C(O)([2H])[2H] ((1S,4R)-2-oxa-5-azabicyclo[2.2.1]hept-4-yl)methan-d2-ol